ClC1=C(C=CC=C1OC)C=1C(=C2C(=NC(=NN2C1)C=1N(C=CN1)C)O)C1=CC=CC=C1 6-(2-chloro-3-methoxyphenyl)-2-(1-methyl-1H-imidazol-2-yl)-5-phenylpyrrolo[2,1-f][1,2,4]triazin-4-ol